IC=1C(=NC=CC1)C(=O)N iodopicolinamide